CN(CCN1CCN(CC1)C1=NC2=CC=C(C=C2C(=N1)NCC1=C(C=CC=C1)OC)C=1C(=NOC1C)C)C 2-(4-(2-(dimethylamino)ethyl)piperazin-1-yl)-6-(3,5-dimethylisoxazol-4-yl)-N-(2-methoxybenzyl)quinazolin-4-amine